C(C)(C)(C)OC(=O)N1C(CCC1)C1=CC=C(C=C1)C(=O)OC 2-(4-(methoxycarbonyl)phenyl)pyrrolidine-1-carboxylic acid tert-butyl ester